CC1=NC=2N(C(=C1)C)N=CC2C(=O)OCC Ethyl 5,7-Dimethylpyrazolo[1,5-A]Pyrimidine-3-Carboxylate